4-{3-[1-ethyl-3-(hydroxymethyl)-1H-pyrazol-5-yl]-1-methyl-1H-1,2,4-triazol-5-yl}-1-methyl-1H-pyrazolo[4,3-c]pyridine-6-carboxamide C(C)N1N=C(C=C1C1=NN(C(=N1)C1=NC(=CC2=C1C=NN2C)C(=O)N)C)CO